(S)-2-(2,6-dichloro-4-morpholinobenzamido)-3-(2-(3-guanidinobenzoylamino)acetamido)propanoic acid ClC1=C(C(=O)N[C@H](C(=O)O)CNC(CNC(C2=CC(=CC=C2)NC(=N)N)=O)=O)C(=CC(=C1)N1CCOCC1)Cl